(S)-N,N-diethyl-1,3,4,5-tetrahydrobenzo[cd]indol-4-amin C(C)N([C@H]1CC=2C=3C(=CNC3C=CC2)C1)CC